3-amino-N-[(3R)-7-[(3R,4S)-3-amino-4-(difluoromethyl)pyrrolidin-1-yl]-3,4-dihydro-2H-1-benzopyran-3-yl]-6-methylthieno[2,3-b]pyridine-2-carboxamide NC1=C(SC2=NC(=CC=C21)C)C(=O)N[C@H]2COC1=C(C2)C=CC(=C1)N1C[C@@H]([C@H](C1)C(F)F)N